(E)-3-(1-(4-(1-isopropylpiperidin-4-yl)phenyl)-3-methyl-2-phenylbut-1-en-1-yl)phenol C(C)(C)N1CCC(CC1)C1=CC=C(C=C1)/C(=C(/C(C)C)\C1=CC=CC=C1)/C=1C=C(C=CC1)O